(R)-1-[3-nitro-5-(trifluoromethyl)phenyl]Ethane-1-amine [N+](=O)([O-])C=1C=C(C=C(C1)C(F)(F)F)[C@@H](C)N